ClC1=C(CN2C=NC3=C2C=CC(=C3)OC(C)C)C(=CC=C1C)F 1-(2-chloro-6-fluoro-3-methylbenzyl)-5-isopropoxy-1H-benzo[d]imidazole